OC=1C=C2OC=3C(C(C(C(C3C(C2=C(C1C(CC(C)C)=O)O)C1CCC1)=O)(C)C)=O)(C)C 6,8-dihydroxy-7-(3-methylbutyryl)-9-cyclobutyl-2,2,4,4-tetramethyl-4,9-dihydro-1H-xanthene-1,3(2H)-dione